CN(C)CC1(CN(CC1)C1=C(C=NC=2NC3=C(C=C(C=C3C21)F)NC)C=2C=C1C(C(=CN(C1=NC2)C)C(=O)O)=O)C 6-(4-(3-((dimethylamino)methyl)-3-methylpyrrolidin-1-yl)-6-fluoro-8-(methylamino)-9H-pyrido[2,3-b]indol-3-yl)-1-methyl-4-oxo-1,4-dihydro-1,8-naphthyridine-3-carboxylic acid